BrC1=C(C(=CC2=CC=CC=C12)CN1N=CC=C1)C 1-((4-bromo-3-methylnaphthalen-2-yl)methyl)-1H-pyrazole